4-(2,2-Difluoroethylamino)-1-[4-[5-(trifluoromethyl)pyrimidin-2-yl]piperazin-1-yl]butan-1-one FC(CNCCCC(=O)N1CCN(CC1)C1=NC=C(C=N1)C(F)(F)F)F